4,4'-dithiomorpholine C1COCCN1SSN2CCOCC2